ethyl (6R)-6-[4-[2-(3,6-dihydro-2H-pyran-4-yl)-5-fluoro-3-pyridyl]piperazin-1-yl]-2-azaspiro[3.4]octane-2-carboxylate O1CCC(=CC1)C1=NC=C(C=C1N1CCN(CC1)[C@H]1CC2(CN(C2)C(=O)OCC)CC1)F